mercapto-3-(triethoxysilylthio)propyltrimethoxysilane SCO[Si](OC)(OC)CCCS[Si](OCC)(OCC)OCC